ClC1=C(CNC([C@@H]2N(CCC2)C(=O)[C@@H]2CN(CCC2)S(=O)(=O)N2CC(C2)C#N)=O)C(=CC=C1)F N-(2-chloro-6-fluorobenzyl)-1-(((3S)-1-((3-cyano-1-azetidinyl)sulfonyl)-3-piperidinyl)carbonyl)-D-prolinamide